2-Coumarate C(\C=C\C=1C(=CC=CC1)O)(=O)[O-]